C(C)(C)(C)C1=CC2=C(C(=C3C=C(C=C4C(=C(C(=C1)C2=C43)Br)Br)C(C)(C)C)Br)Br 2,7-di-tert-butyl-4,5,9,10-tetrabromopyrene